(-)-epichlorohydrin C1[C@@H](O1)CCl